CCCC/C=C/C=C octadiene